(3R)-3-amino-5-[(4-chlorophenyl)methyl]-8-fluoro-1,1-dioxo-7-[5-[3-(trifluoromethyl)piperazin-1-yl]-1,2,4-oxadiazol-3-yl]-2,3-dihydro-1λ6,5-benzothiazepin-4-one N[C@H]1CS(C2=C(N(C1=O)CC1=CC=C(C=C1)Cl)C=C(C(=C2)F)C2=NOC(=N2)N2CC(NCC2)C(F)(F)F)(=O)=O